BrCCCCCCCCCCC1=CC(=C(C=C1)OC)OC 4-(10-bromodecyl)-1,2-dimethoxybenzene